6-bromo-8-(cyclopropylmethyl)-2-(methylthio)pyrido[2,3-d]pyrimidin-7(8H)-one BrC1=CC2=C(N=C(N=C2)SC)N(C1=O)CC1CC1